[Na].C(C1=CC=CC=C1)(=O)OCC ethyl benzoate sodium salt